C1(=CC=CC=C1)C(=O)N1C(C[C@@]2(C(N3[C@H](O2)CC[C@H]3C3=CC(=CC(=C3)F)F)=O)CC1)C (4R,5'S,7a'R)-1-(benzenecarbonyl)-5'-(3,5-difluorophenyl)-2-methyltetrahydro-3'H-spiro[piperidine-4,2'-pyrrolo[2,1-b]-[1,3]oxazol]-3'-one